((2-chloro-4-(trifluoromethyl)phenyl)imino)(methyl)(2-methyl-6-(5-(trifluoromethyl)-1,2,4-oxadiazol-3-yl)imidazo[1,2-a]pyridin-3-yl)-λ6-sulfanone ClC1=C(C=CC(=C1)C(F)(F)F)N=S(=O)(C1=C(N=C2N1C=C(C=C2)C2=NOC(=N2)C(F)(F)F)C)C